BrC=1C=2C(N=C3N(C2C=CC1)C1=CC(=CC=C1C3(C)C)N3[C@@H](CNCC3)C)=O (R)-4-bromo-7,7-dimethyl-10-(2-methylpiperazin-1-yl)indolo[1,2-a]quinazolin-5(7H)-one